FC1=CN=CC=2C3=C(N=C(C12)N1CCCC2=C(C=CC=C12)C#CC(C#N)(C)C)N=NN3C 4-(1-(6-fluoro-1-methyl-1H-[1,2,3]triazolo[4,5-c][2,6]naphthyridin-5-yl)-1,2,3,4-tetrahydroquinolin-5-yl)-2,2-dimethylbut-3-ynenitrile